ClC1=NC=C(C(=C1)N1C[C@H](CCC1)O)C=1C=NN(C1)C1CCOCC1 (S)-1-(2-chloro-5-(1-(tetrahydro-2H-pyran-4-yl)-1H-pyrazol-4-yl)pyridin-4-yl)piperidin-3-ol